glutamylAmine N[C@@H](CCC(=O)O)C(=O)N